{6-[({[(Z)-(1-methyl-1H-tetrazol-5-yl)(phenyl)methylene]-amino}oxy)methyl]pyridin-2-yl}carbamic acid but-3-yn-1-yl ester C(CC#C)OC(NC1=NC(=CC=C1)CO\N=C(\C1=CC=CC=C1)/C1=NN=NN1C)=O